(7-(2-(4-(6-fluorobenzothiophen-4-yl)piperazin-1-yl)ethyl)-2-oxo-3,4-dihydroquinolin-1(2H)-yl)docosanoic acid methyl ester COC(C(CCCCCCCCCCCCCCCCCCCC)N1C(CCC2=CC=C(C=C12)CCN1CCN(CC1)C1=CC(=CC2=C1C=CS2)F)=O)=O